OCCN1C(N(C(C1)=O)C)=O 1-(2-hydroxyethyl)-3-methylimidazoline-2,4-dione